ClC1=CC2=C(C3=CC(=CC=C3N=C2C=C1)OC)NC(CCCN(CC)CC)C N4-(2-Chloro-7-methoxyacridin-9-yl)-N1,N1-diethylpentane-1,4-diamine